N-(4-(4-amino-5-(3-chloro-4-((1-oxotetrahydro-2H-1λ6-thiopyran-1-ylidene)amino)phenyl)-7-methyl-7H-pyrrolo[2,3-d]pyrimidin-6-yl)phenyl)methacrylamide NC=1C2=C(N=CN1)N(C(=C2C2=CC(=C(C=C2)N=S2(CCCCC2)=O)Cl)C2=CC=C(C=C2)NC(C(=C)C)=O)C